NC1=C(SC2=NC(=CC=C21)C)C(=O)N[C@H]2COC1=C(C2)C=C(C(=C1)N1C[C@H]([C@@H](C1)OC)N)F 3-amino-N-[(3R)-7-[(3R,4R)-3-amino-4-methoxypyrrolidin-1-yl]-6-fluoro-3,4-dihydro-2H-1-benzopyran-3-yl]-6-methylthieno[2,3-b]pyridine-2-carboxamide